methyl (2S)-2-[[(2S)-2-[[(E)-3-(4-chloro-2-fluoro phenyl)prop-2-enoyl]amino]-4-methyl pentanoyl]amino]-3-[(3S)-2-oxopyrrolidin-3-yl]propanoate ClC1=CC(=C(C=C1)/C=C/C(=O)N[C@H](C(=O)N[C@H](C(=O)OC)C[C@H]1C(NCC1)=O)CC(C)C)F